2-((S)-1-Acryloyl-4-((R)-2-(3-(R)-(dimethylamino)pyrrolidin-1-yl)-7-(3,4-dihydroquinolin-1(2H)-yl)-5,6,7,8-tetrahydroquinazolin-4-yl)piperazin-2-yl)acetonitrile C(C=C)(=O)N1[C@H](CN(CC1)C1=NC(=NC=2C[C@@H](CCC12)N1CCCC2=CC=CC=C12)N1C[C@@H](CC1)N(C)C)CC#N